ClC=1C=CC(=C(C1)C1=NNC=C1C=1N=C2C=C(C=NC2=CC1)NCC1NCCCC1)F 6-[3-(5-chloro-2-fluoro-phenyl)-1H-pyrazol-4-yl]-N-(2-piperidylmethyl)-1,5-naphthyridin-3-amine